OC[C@]1(OC2[C@H](O)[C@@H](O)[C@H](O)[C@H](O2)CO)[C@@H](O)[C@H](O)[C@@H](O1)CO D-glucopyranosyl α-L-sorbofuranoside